C1(CC1)C1=CC(=C(C2=C1N(N=N2)C)C)C(CC(=O)OC)C=2C=C(C1=C(C=CS1)C2)CN2C[C@H](OC1=C(C2)N=C(C=C1)O)CC methyl 3-(7-cyclopropyl-1,4-dimethyl-1H-benzotriazol-5-yl)-3-(7-{[(2R)-2-ethyl-7-hydroxy-2,3-dihydropyrido[2,3-f][1,4]oxazepin-4(5H)-yl]methyl}-1-benzothiophen-5-yl)propanoate